9,9-bis[4-(2-hydroxyethoxy)-3,5-diethylphenyl]fluorene OCCOC1=C(C=C(C=C1CC)C1(C2=CC=CC=C2C=2C=CC=CC12)C1=CC(=C(C(=C1)CC)OCCO)CC)CC